5-Chloro-2-methoxy-N-(6-(morpholine-4-carbonyl)-5,6,7,8-tetrahydro-1,6-naphthyridin-3-yl)benzenesulfonamide ClC=1C=CC(=C(C1)S(=O)(=O)NC=1C=NC=2CCN(CC2C1)C(=O)N1CCOCC1)OC